2-methyl-N-pyrimidin-4-yl-6-[rac-(1S,2S,4S)-2-(dimethyl-amino)-4-[3-(trifluoro-methoxy)phenyl]-cyclohexoxy]pyridine-3-sulfonamide CC1=NC(=CC=C1S(=O)(=O)NC1=NC=NC=C1)O[C@@H]1[C@H](C[C@H](CC1)C1=CC(=CC=C1)OC(F)(F)F)N(C)C |r|